ClC=1N=NC(=CC1)OCC1=C(C=NN1C1=CC=C(C=C1)C(F)F)C 3-chloro-6-((1-(4-(difluoromethyl)phenyl)-4-methyl-1H-pyrazol-5-yl)methoxy)pyridazine